NC1=NC=C2N(C(N(C2=N1)CC1=CC=C(C=C1)OC)=O)CC#C 2-Amino-9-(4-methoxybenzyl)-7-(prop-2-yn-1-yl)-7,9-dihydro-8H-purin-8-one